FC1(C(OC2=C(C1)C=CC=C2)=O)F difluoro-3,4-dihydro-2H-1-benzopyran-2-one